7-(3-(6,7-dihydropyrazolo[1,5-a]pyrimidin-4(5H)-yl)-7,8-dihydro-1,6-naphthyridin-6(5H)-yl)-2,8-dimethyl-4H-pyrimido[1,2-b]pyridazin-4-one N1=CC=C2N1CCCN2C=2C=NC=1CCN(CC1C2)C=2C(=CC=1N(N2)C(C=C(N1)C)=O)C